Cl.N1CCC(CC1)[C@H](CO)O (R)-1-(piperidin-4-yl)ethane-1,2-diol HCl salt